NC=1C(=CC2=C(OCO2)C1)C(CCN(C(OCC1C2=CC=CC=C2C=2C=CC=CC12)=O)CCOC)=O (9H-fluoren-9-yl)methyl (3-(6-aminobenzo[d][1,3]dioxol-5-yl)-3-oxopropyl)(2-methoxyethyl)carbamate